C(=O)[O-].FC=1C=C(C(=O)N[C@@H](C[NH+]2[C@H](CCC2)C)C)C=CC1C1=NOC(=N1)C(F)(F)F (2S)-1-((R)-2-(3-Fluoro-4-(5-(trifluoromethyl)-1,2,4-oxadiazol-3-yl)benzamido)propyl)-2-methylpyrrolidin-1-ium formate